(Phenyl)(biphenylyl)(biphenyl) C1(=CC=CC=C1)C=1C(=C(C=CC1)C1=CC=CC=C1)C1=C(C=CC=C1)C1=CC=CC=C1